(S)-2-((R)-3-methylmorpholin-4-yl)-7-(1-phenylcyclopropyl)-6,7-dihydro-5H-pyrazolo[1,5-a]pyrazin-4-one C[C@H]1N(CCOC1)C1=NN2C(C(NC[C@@H]2C2(CC2)C2=CC=CC=C2)=O)=C1